CC1CC2(N(C(C1)C2)C(=O)NC2=NC=C(C(=C2)C2=NN(C=N2)C)C(F)(F)F)C(=O)NNC(CC)=O cis-3-methyl-N-(4-(1-methyl-1H-1,2,4-triazol-3-yl)-5-(trifluoromethyl)pyridin-2-yl)-1-(2-propionylhydrazine-1-carbonyl)-6-azabicyclo[3.1.1]heptane-6-carboxamide